1-(6-(4-(5-methyl-1H-indazol-4-yl)pyrido[3,2-d]pyrimidin-2-yl)-2,6-diazaspiro[3.4]octan-2-yl)-2-propen-1-one CC=1C(=C2C=NNC2=CC1)C=1C2=C(N=C(N1)N1CC3(CN(C3)C(C=C)=O)CC1)C=CC=N2